3-(2-ethylhexyl)-1H-indene C(C)C(CC1=CCC2=CC=CC=C12)CCCC